dicesium phenyl hydrogen phosphate P(=O)(OC1=CC=CC=C1)(O)[O-].[Cs+].[Cs+].C1(=CC=CC=C1)OP(=O)(O)[O-]